C(C)(C)(C)C1N(C[C@@H](N([C@@H]1C)CC(=O)OC)C)C(=O)OC1(CCC1)CCC1=CC=CC=C1 (Benzylmethyl)cyclobutanol tert-butyl-(3r,5s)-4-(2-methoxy-2-oxoethyl)-3,5-dimethylpiperazine-1-carboxylate